NCC=1C=NC(=NC1)C1=C(C=C(C=C1)F)C(=O)C=1C=NN(C1)C1CCC1 [2-[5-(aminomethyl)pyrimidin-2-yl]-5-fluorophenyl]-(1-cyclobutylpyrazol-4-yl)methanone